tert-butyl 3-amino-2-(3-chloro-2-fluorobenzyl)-4-fluoropyrrolidine-1-carboxylate NC1C(N(CC1F)C(=O)OC(C)(C)C)CC1=C(C(=CC=C1)Cl)F